(R)-2-(2-amino-[1,2,4]triazolo[1,5-a]pyridin-7-yl)-N-(3-(4-chlorophenyl)-3-hydroxypropyl)-5-methylisonicotinamide NC1=NN2C(C=C(C=C2)C=2C=C(C(=O)NCC[C@@H](O)C3=CC=C(C=C3)Cl)C(=CN2)C)=N1